1-(2-methoxyethyl)-2-((4-(6-(thiophen-3-ylmethoxy)pyridin-2-yl)piperidin-1-yl)methyl)-1H-benzo[d]imidazole-6-carboxylic acid COCCN1C(=NC2=C1C=C(C=C2)C(=O)O)CN2CCC(CC2)C2=NC(=CC=C2)OCC2=CSC=C2